C(#N)C1=CC=2N(N=C1)C(=CC2)C(=O)NC2=CC1=CN(N=C1C=C2C(C)(C)O)C2CCC(CC2)CN2CCNCC2 3-cyano-N-(6-(2-hydroxy-prop-2-yl)-2-((1r,4r)-4-(piperazin-1-ylmethyl)cyclohexyl)-2H-indazol-5-yl)pyrrolo[1,2-b]pyridazine-7-carboxamide